C(CCCCCCCCCCC)N(C1=NC(=NC(=N1)N(C1CC(N(C(C1)(C)C)C)(C)C)CCCCCCCCCCCC)N(C1CC(N(C(C1)(C)C)C)(C)C)CCCCCCCCCCCC)C1CC(N(C(C1)(C)C)C)(C)C N,N',N''-tridodecyl-N,N',N''-tris-(1,2,2,6,6-pentamethyl-4-piperidinyl)-[1,3,5]-triazine-2,4,6-triamine